4-(4-(ethoxycarbonyl)cyclohexyl)benzoic acid C(C)OC(=O)C1CCC(CC1)C1=CC=C(C(=O)O)C=C1